F[B-](F)(F)F.C1=CCCC=CCC1.C1=CCCC=CCC1 bis(1,5-cyclooctadiene) tetrafluoroborate